2-methyl-N-((2-(trifluoromethyl)pyrimidin-5-yl)methylene)propane-2-sulfinamide CC(C)(C)S(=O)N=CC=1C=NC(=NC1)C(F)(F)F